N-(2,6-dimethylphenyl)prop-2-enamide CC1=C(C(=CC=C1)C)NC(C=C)=O